ClC1=C(C=C(C=C1)C=1N=C(SC1C(C)C)NC1=C(SC(=C1)C1=CC=CC=C1)C(=O)OC)C(F)(F)F methyl 3-(4-(4-chloro-3-(trifluoromethyl)phenyl)-5-isopropylthiazol-2-ylamino)-5-phenylthiophene-2-carboxylate